2-ethoxyethyl (3R,4S)-3-{5-[4-amino-5-(trifluoromethyl)pyrrolo[2,1-f][1,2,4]triazin-7-yl]-2-methoxypyridine-3-amido}-4-fluoropyrrolidine-1-carboxylate NC1=NC=NN2C1=C(C=C2C=2C=C(C(=NC2)OC)C(=O)N[C@@H]2CN(C[C@@H]2F)C(=O)OCCOCC)C(F)(F)F